[5-(trifluoromethyl)-2-pyridyl]methanone FC(C=1C=CC(=NC1)C=O)(F)F